ClC1=C(C=CC=C1C1=CC=C(C(=N1)OC)CN1CC(C1)C(=O)O)C1=C(C(=CC=C1)NC1=NC=CC=2C1=NC=CN2)C 1-((6-(2-chloro-2'-methyl-3'-(pyrido[3,4-b]pyrazin-5-ylamino)-[1,1'-biphenyl]-3-yl)-2-methoxypyridin-3-yl)methyl)azetidine-3-carboxylic acid